3-(piperidin-4-yl-(thien-3-yl)amino)phenol N1CCC(CC1)N(C=1C=C(C=CC1)O)C1=CSC=C1